(2R)-4,4,4-trifluorobutan FC(CCC)(F)F